C1(=CC=CC=C1)C1=CSC=2N=C(N=C(C21)N2CCN(CC2)CCO)C2=NC=CC=C2 2-{4-[5-phenyl-2-(pyridin-2-yl)thieno[2,3-d]pyrimidin-4-yl]piperazin-1-yl}ethan-1-ol